CN(C=1C=C(C=CC1)NC(=O)N1CC(C1)C1=NC(=C2N1C=CC=C2)C2=CC(=CC=C2)OC)C N-(3-(dimethylamino)phenyl)-3-(1-(3-methoxyphenyl)imidazo[1,5-a]pyridin-3-yl)azetidine-1-carboxamide